4-(difluoromethyl)-3,5-difluoro-N-((6-methoxy-1,2-dimethyl-1H-benzimidazol-7-yl)methyl)benzamide FC(C1=C(C=C(C(=O)NCC2=C(C=CC3=C2N(C(=N3)C)C)OC)C=C1F)F)F